N1=CC=NC2=C1N=C1C(=N2)N=CC=C1 pyridopyrazinopyrazine